C(C)(C)(C)OC(=O)N1C[C@@H](CC1)OCCCCC(CCC=1C(=NC=CC1)Cl)=N[S@](=O)C(C)(C)C.C(C1=CC=CC=C1)[N+](CCCCCCCCCCCCCC)(C)C Benzyldimethyltetradecyl-ammonium tert-butyl-(R)-3-((5-(((R)-tert-butylsulfinyl)imino)-7-(2-chloropyridin-3-yl)heptyl)oxy)pyrrolidine-1-carboxylate